ONC(=N)C1CCCC1 N-hydroxycyclopentaneformamidine